5-amino-2-fluoro-isonicotinic acid NC1=CN=C(C=C1C(=O)O)F